C(C)(C)(C)C1=CC=C(C(=O)CC(C2=CC=C(C=C2)C(C)(C)C)=O)C=C1 Bis(4-t-butylbenzoyl)methan